FC(C1=NC2=C(N1C)C=C(C=C2)C#CC2=C1C=C(N=CC1=C(N=C2)NC)C2(CC2)C(=O)N)F (5-((2-(difluoromethyl)-1-methyl-1H-benzo[d]imidazol-6-yl)ethynyl)-8-(methylamino)-2,7-naphthyridin-3-yl)cyclopropanecarboxamide